1-(4-(2-oxo-2-(4-(5-(trifluoromethyl)pyrimidin-2-yl)piperazin-1-yl)ethoxy)butan-2-yl)-3-(trifluoromethyl)-1,5-dihydro-4H-pyrazolo[3,4-d]pyridazin-4-one O=C(COCCC(C)N1N=C(C2=C1C=NNC2=O)C(F)(F)F)N2CCN(CC2)C2=NC=C(C=N2)C(F)(F)F